8-(4-(2,2-difluoroethoxy)phenyl)-6-(quinolin-6-yl)-2-((2,2,2-trifluoroethyl)amino)pyrido[4,3-d]pyrimidin-7(6H)-one FC(COC1=CC=C(C=C1)C=1C(N(C=C2C1N=C(N=C2)NCC(F)(F)F)C=2C=C1C=CC=NC1=CC2)=O)F